3,4-dimethoxycyclobut-3-ene COC=1CCC1OC